N-(2-(4-(azidomethyl)piperidin-1-yl)ethyl)-4-(2-fluoropyridin-3-yl)piperidine-1-sulfonamide N(=[N+]=[N-])CC1CCN(CC1)CCNS(=O)(=O)N1CCC(CC1)C=1C(=NC=CC1)F